tetraoxacyclododecane-11-carbaldehyde O1OOOCCCCCCC(C1)C=O